4-(4-((1R,4R)-2,5-diazabicyclo[2.2.2]octan-2-yl)-6-chloro-8-fluoro-2-(((S)-1-methylpyrrolidin-2-yl)methoxy)quinazolin-7-yl)benzo[d]thiazol-2-amine [C@H]12N(C[C@H](NC1)CC2)C2=NC(=NC1=C(C(=C(C=C21)Cl)C2=CC=CC1=C2N=C(S1)N)F)OC[C@H]1N(CCC1)C